[O-2].[Zn+2].[B+3] boron-zinc oxide